F.NC=1C(=CC=CC1)C toluidine hydrofluoric acid salt